6-(chloromethyl)-2-((2R,3S,4S,5R)-3-(3,4-difluoro-2-methoxyphenyl)-4,5-dimethyl-5-(trifluoromethyl)tetrahydrofuran-2-yl)-3-methoxypyridin-4(1H)-one ClCC1=CC(C(=C(N1)[C@@H]1O[C@]([C@H]([C@H]1C1=C(C(=C(C=C1)F)F)OC)C)(C(F)(F)F)C)OC)=O